C(C)(=O)C1=CC=CC(=N1)NC(=O)[C@H]1N(C[C@@H](C1)F)C(=O)OC(C)(C)C Tert-butyl (2S,4R)-2-((6-acetylpyridin-2-yl) carbamoyl)-4-fluoropyrrolidine-1-carboxylate